acryloyloxy-1,1-hexanedicarboxylic acid C(C=C)(=O)OC(CCCCC)(C(=O)O)C(=O)O